NCCCCCCCCCC1=CC=CC=2N(C(N(C21)C)=O)C2C(NC(CC2)=O)=O 3-[4-(9-aminononyl)-3-methyl-2-oxo-1,3-benzodiazol-1-yl]piperidine-2,6-dione